2-[(2Z)-2-(aminomethyl)-3-fluoroprop-2-en-1-yl]-4-(4-bromo-3-methylphenyl)-2,4-dihydro-3H-1,2,4-triazol-3-one NC/C(/CN1N=CN(C1=O)C1=CC(=C(C=C1)Br)C)=C/F